O1COCC2C1CCC(O2)C(=O)O hexahydropyrano[3,2-d][1,3]dioxine-6-carboxylic acid